5-(4-(methylsulfonyl)phenyl)-2-(1-(1-(propylsulfonyl)piperidin-4-yl)ethoxy)thiazolo[5,4-b]pyridine CS(=O)(=O)C1=CC=C(C=C1)C1=CC=C2C(=N1)SC(=N2)OC(C)C2CCN(CC2)S(=O)(=O)CCC